(1'R,2'S,3'S,5'S)-3'-(4-iodophenyl)-2'-(methoxycarbonyl)spiro[azetidine-1,8'-bicyclo[3.2.1]octan]-1-ium p-toluenesulfonate CC1=CC=C(C=C1)S(=O)(=O)[O-].IC1=CC=C(C=C1)[C@@H]1[C@@H]([C@H]2CC[C@@H](C1)[N+]21CCC1)C(=O)OC